N-(1-(2,4-bis(trifluoromethyl)benzyl)-5-methyl-1H-pyrazol-4-yl)-5-(furan-2-yl)isoxazole-3-carboxamide FC(C1=C(CN2N=CC(=C2C)NC(=O)C2=NOC(=C2)C=2OC=CC2)C=CC(=C1)C(F)(F)F)(F)F